(2R,4R)-N-((S)-1-(((7-chloro-2-methyl-1H-benzo[d]imidazol-5-yl)methyl)amino)-1-oxopropan-2-yl)-4-phenylpyrrolidine-2-carboxamide trifluoroacetate FC(C(=O)O)(F)F.ClC1=CC(=CC2=C1NC(=N2)C)CNC([C@H](C)NC(=O)[C@@H]2NC[C@H](C2)C2=CC=CC=C2)=O